P(=O)(O)(F)F.NC(=N)N guanidine difluorophosphate